ClC1=C(C=CC=C1)C1=C(C(=NC=2CN(CCC12)C1=C(N=CS1)C)N1CC2(CN(C2)C(C=C)=O)CC1)C#N (P)-4-(2-chlorophenyl)-7-(4-methyl-1,3-thiazol-5-yl)-2-(2-(2-propenoyl)-2,6-diazaspiro[3.4]octan-6-yl)-5,6,7,8-tetrahydro-1,7-naphthyridine-3-carbonitrile